2-(4,6-dichloropyrimidin-2-yl)thiazole ClC1=NC(=NC(=C1)Cl)C=1SC=CN1